ClC1=C(C(=CC=C1)F)N1CCC(CC1)N1C(N(C=2C([C@@H]1C)=NN(C2)C2CC2)CC2=C(C=CC=C2)C(F)(F)F)=O (S)-6-[1-(2-chloro-6-fluoro-phenyl)-piperidin-4-yl]-2-cyclopropyl-7-methyl-4-(2-trifluoromethyl-benzyl)-2,4,6,7-tetrahydro-pyrazolo[4,3-d]pyrimidin-5-one